FC(C=1C=C(OC2=C(C=CC=C2)[C@H]2N(C(C3=NNC(=C32)C3=CC=CC2=C3NC(O2)=O)=O)CC(C)(F)F)C=C(C1)C(F)(F)F)(F)F (4S)-4-{4-[3,5-bis(trifluoromethyl)phenoxyphenyl]-5-(2,2-difluoropropyl)-6-oxo-2,4,5,6-tetrahydropyrrolo[3,4-c]pyrazol-3-yl}-1,3-benzoxazol-2(3H)-one